6'-{2-[(1-methyl-1H-pyrazole-5-sulfonyl)amino]ethoxy}-2',3'-dihydrospiro[cyclohexane-1,1'-indene]-4-carboxylic acid methyl ester COC(=O)C1CCC2(CCC3=CC=C(C=C23)OCCNS(=O)(=O)C2=CC=NN2C)CC1